C(CCCCC)C(CC(=O)OC)CCCCCC methyl 3-hexylnonanoate